COC1=C(C2=CC=CC=C2C=C1)C(=O)NCC1=CC=C(C=C1)B(O)O [4-[[(2-Methoxynaphthalene-1-carbonyl)amino]methyl]phenyl]boronic acid